CC1=C(C=NC(=C1C(=O)NC1=CC(=NC=C1)[S@@](=O)(=N)C)N1C[C@@H](OCC1)C(F)(F)F)C(F)(F)F 4-methyl-N-(2-((R)-S-methylsulfonimidoyl)pyridin-4-yl)-5-(trifluoromethyl)-2-((R)-2-(trifluoromethyl)morpholino)nicotinamide